CC1=CC=C2C(N=CNC2=C1)=O 7-methylquinazolin-4(1H)-one